C(C)(C)(C)OC(N[C@H](C(C(=O)C1=NC=C(C=C1)Br)=O)C)=O N-[(1S)-3-(5-bromo-2-pyridinyl)-1-methyl-2,3-dioxo-propyl]carbamic acid tert-butyl ester